3-(6-cyclopentyl-2-methylpyrimidin-4-yl)oxy-4-fluorobenzonitrile C1(CCCC1)C1=CC(=NC(=N1)C)OC=1C=C(C#N)C=CC1F